F[C@H]1[C@@H]2CC[C@H](C[C@H]1OC1=CC=C(N=N1)C=1C=C3C=CN(C(C3=CC1O)=O)C)N2 6-(6-(((1s,2s,3r,5r)-2-fluoro-8-azabicyclo[3.2.1]oct-3-yl)oxy)pyridazin-3-yl)-7-hydroxy-2-methylisoquinolin-1(2H)-one